N-(cyanomethyl)-4-(2-(4-morpholino-3-(trifluoromethyl)phenylamino)pyrimidin-4-yl)benzamide C(#N)CNC(C1=CC=C(C=C1)C1=NC(=NC=C1)NC1=CC(=C(C=C1)N1CCOCC1)C(F)(F)F)=O